2-(4-fluoro-2-methoxyphenoxy)-N-methylethan-1-amine FC1=CC(=C(OCCNC)C=C1)OC